((S)-1-amino-1-oxo-3-((S)-5-oxo-4,5,6,7-tetrahydropyrazolo[1,5-a]pyrimidin-6-yl)propan-2-yl)carbamic acid tert-butyl ester C(C)(C)(C)OC(N[C@H](C(=O)N)C[C@@H]1C(NC=2N(C1)N=CC2)=O)=O